4,6-dichloro-1H-indole-2-carboxylic acid ethyl ester C(C)OC(=O)C=1NC2=CC(=CC(=C2C1)Cl)Cl